O1COC2=C1C=CC(=C2)C2=CC(=NN2)C(=O)OC Methyl 5-(2H-1,3-benzodioxol-5-yl)-1H-pyrazole-3-carboxylate